NC=1N=C(SC1C(=O)C1=CC=C(C=C1)OC)NC1=CC(=C(C=C1)OC(F)F)F {4-amino-2-[4-(difluoromethoxy)-3-fluoroanilino]-1,3-thiazol-5-yl}(4-methoxyphenyl)methanone